tert-butyl (N-tert-butoxycarbonyl-carbamate) C(C)(C)(C)OC(=O)NC(OC(C)(C)C)=O